NC1=C(C(=NC=N1)OC1=CC(=C(C=C1)NC(=O)NC1=CC(=NN1C1=CC=C(C=C1)OC(F)(F)F)C(C)(C)C)F)C#N (4-((6-amino-5-cyanopyrimidin-4-yl)oxy)-2-fluorophenyl)-3-(3-(tert-butyl)-1-(4-(trifluoromethoxy)phenyl)-1H-pyrazol-5-yl)urea